C(C)(C)(C)C=1C=C(OCC(=O)OC(C)(C)C)C=C(C1)NC(=O)C=1N=NN(C1C)C1=C(C=CC(=C1)OC)OC tert-butyl 2-(3-(tert-butyl)-5-(1-(2,5-dimethoxyphenyl)-5-methyl-1H-1,2,3-triazole-4-carboxamido)phenoxy)acetate